2,4-dichloro-o-nitrotoluene ClC1(C(C)C=CC(=C1)Cl)[N+](=O)[O-]